4-fluoro-N-(2-(2-(2-(methoxymethyl)-7-methylquinoxalin-5-yl)benzo[d]thiazol-6-yloxy)ethyl)benzenesulfonamide ethyl-4-chloro-3-(4-chloropyridin-3-yl)benzoate C(C)OC(C1=CC(=C(C=C1)Cl)C=1C=NC=CC1Cl)=O.FC1=CC=C(C=C1)S(=O)(=O)NCCOC1=CC2=C(N=C(S2)C2=C3N=CC(=NC3=CC(=C2)C)COC)C=C1